FC1=C(C(=C(C=C1)CC(=O)[O-])F)F.[Ca+2].FC1=C(C(=C(C=C1)CC(=O)[O-])F)F calcium trifluorophenylacetate